C(C1=CC=CC=C1)NC(=O)NS(=O)(=O)C=1SC(=CC1C1=CC=C(C=C1)CN1C(=NC=C1)C)CC(C)C 1-Benzyl-3-[[5-isobutyl-3-[4-[(2-methylimidazol-1-yl)methyl]phenyl]-2-thienyl]sulfonyl]-urea